C(C)(C)(C)OC(=O)NC=1SC(=CN1)C[C@@H]1[C@H](NC1=O)C(=O)OCC1=CC=CC=C1 benzyl (2S,3R)-3-({2-[(tert-butoxycarbonyl) amino]-1,3-thiazol-5-yl} methyl)-4-oxoazetidine-2-carboxylate